The molecule is a linear seventeen-membered polypeptide comprising the sequence Glu-Asn-Pro-Val-Val-His-Phe-Phe-Lys-Asn-Ile-Val-Thr-Pro-Arg-Thr-Pro. Corresponds to the sequence of the myelin basic protein 83-99 (MBP83-99) immunodominant epitope. It has a role as an epitope. CCC(C)[C@@H](C(=O)N[C@@H](C(C)C)C(=O)N[C@@H](C(C)O)C(=O)N1CCC[C@H]1C(=O)N[C@@H](CCCNC(=N)N)C(=O)N[C@@H](C(C)O)C(=O)N2CCC[C@H]2C(=O)O)NC(=O)[C@H](CC(=O)N)NC(=O)[C@H](CCCCN)NC(=O)[C@H](CC3=CC=CC=C3)NC(=O)[C@H](CC4=CC=CC=C4)NC(=O)[C@H](CC5=CNC=N5)NC(=O)[C@H](C(C)C)NC(=O)[C@H](C(C)C)NC(=O)[C@@H]6CCCN6C(=O)[C@H](CC(=O)N)NC(=O)[C@H](CCC(=O)N)N